1-(4-(hydroxymethyl)-4-methylpiperidin-1-yl)ethan-1-one OCC1(CCN(CC1)C(C)=O)C